C(C)C1=NOC(=N1)C=1C=C2CC[C@H](C2=CC1)NC(=O)C=1N=NN(N1)C (R)-N-(5-(3-ethyl-1,2,4-oxadiazol-5-yl)-2,3-dihydro-1H-inden-1-yl)-2-methyl-2H-tetrazole-5-carboxamide